ethyl 2-((7-chloro-6-(1-(3-methyloxetan-3-yl)piperidin-4-yl)isoquinolin-3-yl)carbamoyl)cyclopropanecarboxylate ClC1=C(C=C2C=C(N=CC2=C1)NC(=O)C1C(C1)C(=O)OCC)C1CCN(CC1)C1(COC1)C